CS(=O)(=O)N1[C@H]2C[C@@H]([C@@H](C1)C2)C2=CC=C(C=C2)C2=CC(=CC1=CC(=CC=C21)C2=CC=C(C=C2)C(F)(F)F)C(=O)OCC Ethyl 4-(4-((1S,4S,5S)-2-(methylsulfonyl)-2-azabicyclo[2.2.1]heptan-5-yl)phenyl)-7-(4-(trifluoromethyl)phenyl)-2-naphthoate